3-(4-(3-((1-(3,4-dichlorophenyl)-6-oxo-1,6-dihydropyridazin-3-yl)oxy)propyl)piperazin-1-yl)benzofuran-5-carboxamide ClC=1C=C(C=CC1Cl)N1N=C(C=CC1=O)OCCCN1CCN(CC1)C1=COC2=C1C=C(C=C2)C(=O)N